6-(4-amino-4-methylpiperidin-1-yl)-5-chloro-3-(2,3-dichlorophenyl)-2-methyl-3,4-dihydropyrimidin-4-one NC1(CCN(CC1)C1=C(C(N(C(=N1)C)C1=C(C(=CC=C1)Cl)Cl)=O)Cl)C